COC1CCN(CC1)C(=O)O.C(C1=CC=CC=C1)OC=1C(=C(C=CC1)C1=NC(=NN1)CNC(C1=C(C=CC=C1)OC(F)F)=O)OC N-((5-(3-(benzyloxy)-2-methoxyphenyl)-1H-1,2,4-triazol-3-yl)methyl)-2-(difluoromethoxy)benzamide 4-Methoxypiperidine-1-carboxylate